Diethyl-ethylenediamine C(C)NCCNCC